1-(5-(4-methoxyphenyl)-1,3,4-thiadiazol-2-yl)-3-(2-(trifluoromethoxy)phenyl)urea COC1=CC=C(C=C1)C1=NN=C(S1)NC(=O)NC1=C(C=CC=C1)OC(F)(F)F